S1C(=CC=C1)C(=O)CC(=O)C(F)(F)F thiophenformyl-trifluoroacetone